C1(CC1)[C@H](CCC=C)S(=O)(=O)N (1S)-1-CYCLOPROPYL-4-PENTENE-1-SULFONAMIDE